3,5-dichloro-N-(4-(piperidin-1-ylsulfonyl)benzyl)-1H-indole-1-carboxamide ClC1=CN(C2=CC=C(C=C12)Cl)C(=O)NCC1=CC=C(C=C1)S(=O)(=O)N1CCCCC1